3-(benzyloxy)cyclopentan-1-ol C(C1=CC=CC=C1)OC1CC(CC1)O